C(OCCOC=1C(C=CN2N([C@H]3N(C(C21)=O)CCOC3)[C@@H]3C2=C([Se]CC1=C3C=CC(=C1F)F)C=CC=C2)=O)(OC)=O (((R)-12-((S)-7,8-difluoro-6,11-dihydrodibenzo[b,e]selenepin-11-yl)-6,8-dioxo-3,4,6,8,12,12a-hexahydro-1H-[1,4]oxazino[3,4-c]pyrido[2,1-f][1,2,4]triazin-7-yl)oxy)ethyl methyl carbonate